FC1(C(N(C2=C(O1)C=C(C(=C2)C2=C(C(=C(C(=C2F)F)F)F)F)F)CC(=O)N)=O)F 2-(2,2,7-trifluoro-3-oxo-6-(perfluorophenyl)-2,3-dihydro-4H-benzo[b][1,4]oxazin-4-yl)acetamide